NCCNC1=NC(=NC=C1F)NC1=CC=C(C=C1)OCCOC N4-(2-aminoethyl)-5-fluoro-N2-(4-(2-methoxyethoxy)phenyl)pyrimidine-2,4-diamine